((4,4-difluorocyclohexyl)methyl(1-(((2R,3S)-3-hydroxyl-4-oxo-1-phenyl-4-((pyridin-2-ylmethyl)amino)butan-2-yl)carbamoyl)) cyclobutyl)carbamate FC1(CCC(CC1)C1(C(CC1)(C(N[C@H](CC1=CC=CC=C1)[C@@H](C(NCC1=NC=CC=C1)=O)O)=O)NC([O-])=O)C)F